ClCC(=O)N (chloro)acetamide